C1(CCCCC1)CC(=O)OC[C@H]1O[C@@]([C@@H]([C@@H]1O)O)(C#N)C1=CC=C2C(=NC=NN21)NC(C2=CC=CC=C2)=O ((2R,3S,4R,5R)-5-(4-benzamidopyrrolo[2,1-f][1,2,4]triazin-7-yl)-5-cyano-3,4-dihydroxytetrahydrofuran-2-yl)methyl 2-cyclohexylacetate